((4'-(difluoromethoxy)-[1,1'-biphenyl]-4-yl)oxy)-1H-1,2,3-triazole-4-carboxylic acid FC(OC1=CC=C(C=C1)C1=CC=C(C=C1)ON1N=NC(=C1)C(=O)O)F